C(C)(C)(C)OC(C)=O tert-butyl-acetate